NCCCN(C=O)C N-(3-aminopropyl)-N-methylformamide